BrC=1C=C2C(=NN(C2=CC1)C1CCOCC1)CO (5-bromo-1-(tetrahydro-2H-pyran-4-yl)-1H-indazol-3-yl)-methanol